3-((3-fluoro-4-(5-(trifluoromethyl)-1,2,4-oxadiazol-3-yl)benzyl)amino)-4-((4-methoxyphenyl)amino)cyclobut-3-ene-1,2-dione FC=1C=C(CNC=2C(C(C2NC2=CC=C(C=C2)OC)=O)=O)C=CC1C1=NOC(=N1)C(F)(F)F